disodium (1S,2S,3R,4R)-bicyclo[2.2.1]heptane-2,3-dicarboxylic acid disodium salt [Na+].[Na+].[C@H]12[C@@H]([C@@H]([C@H](CC1)C2)C(=O)[O-])C(=O)[O-].[Na+].[Na+].[C@H]21[C@@H]([C@@H]([C@H](CC2)C1)C(=O)[O-])C(=O)[O-]